OC1CCC(CC1)(C(F)(F)F)CN1C(N(C=2N=CN(C2C1=O)CC(F)(F)F)C)=O 1-(((1S,4S)-4-hydroxy-(trifluoromethyl)cyclohexyl)methyl)-3-methyl-7-(2,2,2-trifluoroethyl)-1H-purine-2,6(3H,7H)-dione